CN1C(=NC=2C=NC(=CC21)C=2CCN(CC2)C(=O)OC(C)(C)C)C2=CC=C(C=C2)S(=O)(=O)C tert-butyl 4-[1-methyl-2-(4-methylsulfonylphenyl)imidazo[4,5-c]pyridin-6-yl]-3,6-dihydro-2H-pyridine-1-carboxylate